C1CC12CN(CC2)CC=2C=C(C1=C(N=C(N1)C1=CC(=CC(=N1)NCC)C1=C(C=CC=C1)C1=NN=CN1C)C2)C(F)(F)F 6-(6-{5-Azaspiro[2.4]heptan-5-ylmethyl}-4-(trifluoromethyl)-3H-1,3-benzodiazol-2-yl)-N-ethyl-4-[2-(4-methyl-1,2,4-triazol-3-yl)phenyl]pyridin-2-amine